P(=S)(OCCCCCC(C)C)(OCCCCCC(C)C)[S-].[Zn+2].C(CCCCC(C)C)OP(=S)(OCCCCCC(C)C)[S-] zinc O,O-di-iso-octyl dithiophosphate